C(#N)C1=C(OC2=CC=C3N=CC(=NC3=C2)OCC2(CCNCC2)F)C(=CC=C1NS(N(C)CC)(=O)=O)F 7-[2-cyano-3-[[ethyl(methyl)sulfamoyl]amino]-6-fluoro-phenoxy]-2-[(4-fluoro-4-piperidyl)methoxy]quinoxaline